2,6-diethyl-9,10-bis[2-carboxy(4-methyl-4-cyclohexenyl)]carbonyloxyanthracene C(C)C1=CC2=C(C3=CC=C(C=C3C(=C2C=C1)OC(=O)C1C(CC(=CC1)C)C(=O)O)CC)OC(=O)C1C(CC(=CC1)C)C(=O)O